ClC1=NC=C(C(=N1)NC1=CC2=C(N(C(N2)=O)C)C(=C1)OCCO[C@H]1CNC[C@H](C1)C)Cl 5-((2,5-dichloropyrimidin-4-yl)amino)-1-methyl-7-(2-(((3r,5s)-5-methylpiperidin-3-yl)oxy)ethoxy)-1,3-dihydro-2H-benzo[d]imidazol-2-one